O=C1N(C(C=C1)=O)CC(=O)NCCCCCNC(OC(C)(C)C)=O tert-butyl (5-(2-(2,5-dioxo-2,5-dihydro-1H-pyrrol-1-yl)acetamido)pentyl)carbamate